(R)-4-(4-fluoropyrazolo[1,5-a]pyridin-2-yl)-5-(pyrimidin-2-yl)-4,5,6,7-tetrahydro-1H-imidazo[4,5-c]pyridine FC=1C=2N(C=CC1)N=C(C2)[C@@H]2N(CCC1=C2N=CN1)C1=NC=CC=N1